(2'S,3S,6'S)-1-[(4-methoxyphenyl)methyl]-2',6-dimethyl-6'-(1-methyltriazol-4-yl)spiro[indoline-3,4'-piperidine]-2-one COC1=CC=C(C=C1)CN1C([C@]2(C[C@@H](N[C@@H](C2)C=2N=NN(C2)C)C)C2=CC=C(C=C12)C)=O